(Z)-1-(2-acetyl-4-(1-(4-(trifluoromethoxy)phenyl)-1H-1,2,4-triazol-3-yl)phenyl)-3-(3-(2-isopropyl-5-methylphenyl)-4-oxothiazolidin-2-ylidene)urea C(C)(=O)C1=C(C=CC(=C1)C1=NN(C=N1)C1=CC=C(C=C1)OC(F)(F)F)NC(=O)\N=C\1/SCC(N1C1=C(C=CC(=C1)C)C(C)C)=O